N1CC(C1)OCC1=C(C=C(O1)S(=O)(=O)NC(=O)NC1=C2CCCC2=C(C=2CCCC12)F)C(C)(C)O 1-[5-[(azetidin-3-yloxy)methyl]-4-(2-hydroxypropan-2-yl)furan-2-ylsulfonyl]-3-(8-fluoro-1,2,3,5,6,7-hexahydro-s-indacen-4-yl)urea